C1(=CC=CC=C1)S(=O)(=O)N1C=CC=2C(=CC=CC12)B(O)O 1-BENZENESULFONYL-1H-INDOLE-4-BORONIC ACID